C1(=CCCCC1)C1=CC=CC(=N1)C(C(=O)N1CC2=C(N=C(NC2=O)C2(CC2)C2=CC=CC=C2)CC1)O 6-(2-(6-(cyclohex-1-en-1-yl)pyridin-2-yl)-2-hydroxyacetyl)-2-(1-phenylcyclopropyl)-5,6,7,8-tetrahydropyrido[4,3-d]pyrimidin-4(3H)-one